[N+](=O)([O-])C1=C(C=CC=C1)OCCC(=O)N 3-(o-nitrophenyloxy)propionamide